O=C1N(CCC(N1)=O)C1=NN(C2=CC(=CC=C12)C1CCN(CC1)CC(=O)OC(C)(C)C)C tert-butyl 2-[4-[3-(2,4-dioxohexahydropyrimidin-1-yl)-1-methyl-indazol-6-yl]-1-piperidyl]acetate